7-methyl-2-(6-methylpyridin-2-yl)-N-(1H-pyrrolo[2,3-b]pyridin-4-yl)-5,6,7,8-tetrahydropyrido[3,4-d]pyrimidin-4-amine CN1CC=2N=C(N=C(C2CC1)NC1=C2C(=NC=C1)NC=C2)C2=NC(=CC=C2)C